5,6-Dihydro-4-methoxy-2H-pyran COC1=CCOCC1